NC1=CC(=NC=2N1N=C(C2CC)C)NCCC2=NN(C=C2)CCCS(=O)C (-)-7-amino-3-ethyl-2-methyl-5-((2-(1-(3-(methyl-sulfinyl)propyl)-1H-pyrazol-3-yl)ethyl)amino)pyrazolo[1,5-a]pyrimidine